N-myristyl-taurine C(CCCCCCCCCCCCC)NCCS(=O)(=O)O